(R)-3-amino-N-(5-cyano-8-fluoro-6-(piperazin-1-yl)-1,2,3,4-tetrahydronaphthalen-2-yl)-6-methylthieno[2,3-b]pyridine-2-carboxamide NC1=C(SC2=NC(=CC=C21)C)C(=O)N[C@H]2CC1=C(C=C(C(=C1CC2)C#N)N2CCNCC2)F